4-bromo-2-chloro-5,6,7,8,9,10-hexahydrocyclohepta[b]indole BrC=1C=C(C=C2C3=C(NC12)CCCCC3)Cl